O[C@H]1[C@@H](O)[C@@H](O)[C@H](O)[C@@H](O1)C(=O)[O-].[Ca+2].O[C@H]1[C@@H](O)[C@@H](O)[C@H](O)[C@@H](O1)C(=O)[O-] calcium α-L-guluronate